7,8-dichloro-N-(1H-indol-5-yl)quinolin-2-amine ClC1=CC=C2C=CC(=NC2=C1Cl)NC=1C=C2C=CNC2=CC1